The molecule is a ten-membered branched glucosamine oligosaccharide made up from five glucose, two Kdo, one N-acetylglucosamine and two glucosamine residues bearing two phospho substituents. Corresponds to a truncated inner core part of Moraxella catarrhalis lipopolysaccharide (LPS). It is a glucosamine oligosaccharide and an oligosaccharide phosphate. CC(=O)N[C@@H]1[C@H]([C@@H]([C@H](O[C@@H]1O[C@@H]2[C@H]([C@@H]([C@H](O[C@H]2O[C@@H]3[C@H](O[C@@H]([C@@H]([C@H]3O[C@H]4[C@@H]([C@H]([C@@H]([C@H](O4)CO)O)O)O)O)O[C@@H]5[C@@H](C[C@@](O[C@@H]5[C@@H](CO)O)(C(=O)O)OC[C@@H]6[C@H]([C@@H]([C@H]([C@@H](O6)OC[C@@H]7[C@H]([C@@H]([C@H]([C@H](O7)OP(=O)(O)O)N)O)O)N)O)OP(=O)(O)O)O[C@@]8(C[C@H]([C@H]([C@H](O8)[C@@H](CO)O)O)O)C(=O)O)CO[C@H]9[C@@H]([C@H]([C@@H]([C@H](O9)CO)O)O)O[C@@H]1[C@@H]([C@H]([C@@H]([C@H](O1)CO)O)O)O)CO)O)O)CO)O)O